ClC(CCCCCCC(Cl)(Cl)Cl)(Cl)[Sn] pentachlorooctyl-tin